(dibenzothiophenyl)bis(diphenylfluorenyl)amine C1(=CC=CC=2SC3=C(C21)C=CC=C3)N(C3=C(C(=CC=2C1=CC=CC=C1CC32)C3=CC=CC=C3)C3=CC=CC=C3)C3=C(C(=CC=2C1=CC=CC=C1CC32)C3=CC=CC=C3)C3=CC=CC=C3